N-((5-chloro-6-(isoxazol-5-ylmethoxy)-1H-indol-2-yl)methyl)acetamide ClC=1C=C2C=C(NC2=CC1OCC1=CC=NO1)CNC(C)=O